1-stearyl-2-oleoyl-sn-glycerol C(CCCCCCCCCCCCCCCCC)OC[C@@H](OC(CCCCCCC\C=C/CCCCCCCC)=O)CO